FC(C[Si](F)(F)F)(F)F trifluoroethyl-trifluorosilane